methyl (CIS)-2-((((CIS)-4-phenylcyclohexyl)oxy) methyl)-3-(4-(trifluoromethyl)-1H-pyrazol-5-yl)piperidine-1-carboxylate C1(=CC=CC=C1)[C@H]1CC[C@H](CC1)OC[C@@H]1N(CCC[C@@H]1C1=C(C=NN1)C(F)(F)F)C(=O)OC